ClC(=O)C(CC(=O)OC)=C methyl 3-(chlorocarbonyl)-3-butenoate